5-bromo-3,3-dimethyl-indan-1-one BrC=1C=C2C(CC(C2=CC1)=O)(C)C